2-(4-(2,6-dichlorothieno[3,2-d]pyrimidin-4-yl)piperazin-2-yl)acetonitrile ClC=1N=C(C2=C(N1)C=C(S2)Cl)N2CC(NCC2)CC#N